Bisphenol A Diacrylat C(C=C)(=O)O.C(C=C)(=O)O.OC1=CC=C(C=C1)C(C)(C)C1=CC=C(C=C1)O